tert-butyl 3-[4-[[2-[5-[(3R)-3-(tert-butoxycarbonylamino)pyrrolidin-1-yl]sulfonyl-3-methyl-indol-1-yl]propanoylamino]methyl]anilino]azetidine-1-carboxylate C(C)(C)(C)OC(=O)N[C@H]1CN(CC1)S(=O)(=O)C=1C=C2C(=CN(C2=CC1)C(C(=O)NCC1=CC=C(NC2CN(C2)C(=O)OC(C)(C)C)C=C1)C)C